FCCCN1C[C@H](CC1)OC1=CC=C(C=C1)C1=C(CCSC2=C1C=CC(=C2)O)C=2C=CC1=C(CC(O1)C)C2 5-[4-[(3S)-1-(3-fluoropropyl)pyrrolidin-3-yl]oxyphenyl]-4-(2-methyl-2,3-dihydrobenzofuran-5-yl)-2,3-dihydro-1-benzothiepin-8-ol